BrCCCCCCC1(C2=CC=CC=C2C=2C=CC=CC12)CCCCCCBr 9,9-bis(6-bromohexyl)fluorene